COC(CC(=O)N(C1=C(C(CC1)C)C(=O)OC)C)=O methyl 2-[(3-methoxy-3-oxo-propionyl)-methyl-amino]-5-methyl-cyclopentene-1-carboxylate